ClC1=C(C=C(CNC(=O)C23CC4CC(CC(C2)C4)C3)C=C1)C(NC1=C3C=NN(C3=CC=C1)C1=CC=C(C=C1)C(F)(F)F)=O N-[4-chloro-3-({1-[4-(trifluoromethyl)phenyl]-1H-indazol-4-yl}carbamoyl)benzyl]tricyclo[3.3.1.13,7]Decane-1-carboxamide